ClC1=NC=C(C=C1C(C#N)CCC=C)C 2-(2-chloro-5-methylpyridin-3-yl)hex-5-enenitrile